N-[(6-bromo-5-nitropyridin-3-yl)methyl]-N-(1,1-dioxo-2,3-dihydro-1λ6-benzothiophen-7-yl)pyridine-3-carboxamide BrC1=C(C=C(C=N1)CN(C(=O)C=1C=NC=CC1)C1=CC=CC=2CCS(C21)(=O)=O)[N+](=O)[O-]